FC(C=CC1=NC=CC=N1)(F)F 2-(3,3,3-trifluoroprop-1-en-1-yl)pyrimidine